ClC1=C(C=CC(=C1)S(F)(F)(F)(F)F)NC(CN1C=2N(C(C(=C1CC)N1CCNCC1)=O)N=C(N2)C=2C=CC1=C(CCO1)C2)=O N-(2-chloro-4-(pentafluoro-λ6-sulfaneyl)phenyl)-2-(2-(2,3-dihydrobenzofuran-5-yl)-5-ethyl-7-oxo-6-(piperazin-1-yl)-[1,2,4]triazolo[1,5-a]pyrimidin-4(7H)-yl)acetamide